NC1=CC=C(CCNCC(O)C2=CC=CC=C2)C=C1 2-((4-aminophenethyl)amino)-1-phenylethanol